C(#N)C1=C(N=NC(=C1C)C1=C(C=C(C=C1)C(F)(F)F)O)S[C@H]1CN(CCC1)C(=O)OC(C)(C)C tert-butyl (R)-3-((4-cyano-6-(2-hydroxy-4-(trifluoromethyl)phenyl)-5-methylpyridazin-3-yl)thio)piperidine-1-carboxylate